(1-cyclobutyl-5-methyl-pyrazol-3-yl)methanol C1(CCC1)N1N=C(C=C1C)CO